1,1,1,2,3,3-hexafluoro-3-(2,2,2-trifluoroethoxy)propane FC(C(C(OCC(F)(F)F)(F)F)F)(F)F